C(C1=CC=CC=C1)N([C@@H](C(=O)OCC1=CC=CC=C1)CC\C=C\C(CC)=O)CC1=CC=CC=C1 Benzyl (R,E)-2-(dibenzylamino)-7-oxonon-5-enoate